CN1C(OC2=C1C=CC=C2C2CCN(CC2)C(=O)NCCCCC2=CC=CC=C2)=O 4-(3-methyl-2-oxo-1,3-benzoxazol-7-yl)-N-(4-phenylbutyl)piperidine-1-carboxamide